C(N)(=O)C=1C=C(C=CC1F)NC(=O)C1=C(C(=NN1CC1OCCCC1)C1CC1)C(F)(F)F N-(3-carbamoyl-4-fluorophenyl)-3-cyclopropyl-1-(oxan-2-ylmethyl)-4-(trifluoromethyl)-1H-pyrazole-5-carboxamide